C(C)OC(C(C1=C(C=CC(=C1)C)OC)O[C@H](CCCl)C1=CC=CC=C1)=O.CONCC=1C=NC(=CC1)C(F)(F)F O-methyl-N-((6-(trifluoromethyl)pyridin-3-yl)methyl)hydroxylamine ethyl-2-((R)-3-chloro-1-phenylpropoxy)-2-(2-methoxy-5-methylphenyl)acetate